(S)-2-(2-(1-methyl-1H-pyrazol-5-yl)-7-(3-methyl-1H-pyrrolo[2,3-b]pyridine-5-yl)-1,2,3,4-tetrahydroisoquinolin-5-yl)pyrrolidine-1-carboxylic acid tert-butyl ester C(C)(C)(C)OC(=O)N1[C@@H](CCC1)C1=C2CCN(CC2=CC(=C1)C=1C=C2C(=NC1)NC=C2C)C2=CC=NN2C